ClC=1C(=NC=CC1C1=NNC2=NC(=CN=C21)N2C[C@@H]1[C@]([C@@H]1CC2)(C2=C(C=CC=C2)F)CN)C ((1S,6R,7R)-3-(3-(3-chloro-2-methylpyridin-4-yl)-1H-pyrazolo[3,4-b]pyrazin-6-yl)-7-(2-fluorophenyl)-3-azabicyclo[4.1.0]heptan-7-yl)methanamine